C(#N)C(C)(C)C1=CC=C(C=N1)NC(=O)NCC#CC=1N(C2=CC=CC(=C2C1)NC1CCS(CC1)(=O)=O)CC(F)(F)F 1-[6-(1-cyano-1-methylethyl)pyridin-3-yl]-3-(3-{4-[(1,1-dioxo-1λ6-thian-4-yl)amino]-1-(2,2,2-trifluoroethyl)-1H-indol-2-yl}prop-2-yn-1-yl)urea